FC(C(=O)O)(F)F.C(C)(C)NC(=O)C1=NC=CN=C1 N-isopropylpyrazine-2-carboxamide trifluoroacetate